NC1=C2C(=NC=N1)N(N=C2C2=CC=C(C=C2)OC2=CC=CC=C2)[C@H]2CN(CCC2)CC=2C=C1C(N(C(C1=CC2F)=O)C2C(NC(CC2)=O)=O)=O 5-(((R)-3-(4-amino-3-(4-phenoxyphenyl)-1H-pyrazolo[3,4-d]pyrimidin-1-yl)piperidin-1-yl)methyl)-2-(2,6-dioxopiperidin-3-yl)-6-fluoroisoindoline-1,3-dione